C(C)(C)(C)C1=NC(=CC=C1C(=O)O)F.C(C)(C)(C)OC(=O)NCCC(=O)O N-(tert-Butoxycarbonyl)β-alanine tert-butyl-6-fluoropyridine-3-carboxylate